C(C1=CC=CC=C1)OC1=C(C=C(C(=O)O)C=C1)Cl 4-(benzyloxy)-3-chlorobenzoic acid